O=C(C#N)CC1=NC=CN=C1 oxo-2-pyrazinepropanonitrile